(1S,5S)-5-allyl-5-(((4-methoxybenzyl)oxy)methyl)cyclopent-2-en-1-ol methyl-(S)-6'-chloro-3',4,4',5-tetrahydro-2H,2'H-spiro[benzo[b][1,4]oxazepine-3,1'-naphthalene]-7-carboxylate CC1[C@]2(C3=CC=C(C=C3CC1)Cl)CNC1=C(OC2)C=CC(=C1)C(=O)O[C@H]1C=CC[C@]1(COCC1=CC=C(C=C1)OC)CC=C